O=C1NC2=CC=CC(=C2CC1)O[C@@H]1CN(CC1)CC(=O)N1[C@@H](CCC1)C#N (S)-1-(2-((S)-3-((2-oxo-1,2,3,4-tetrahydroquinolin-5-yl)oxy)pyrrolidin-1-yl)acetyl)pyrrolidine-2-carbonitrile